ClCC=1N=C2N(C=CC(=C2)C=2OC(=NN2)C(F)(F)F)C1 2-(2-(Chloromethyl)Imidazo[1,2-a]Pyridin-7-Yl)-5-(Trifluoromethyl)-1,3,4-Oxadiazole